N[C@H](C(=O)N[C@H](C(=O)N[C@H](C(=O)N)C[C@H]1C(NCCC1)=O)CC1CC1)CC1=CC=CC2=CC=CC=C12 (S)-2-amino-N-((S)-1-(((S)-1-amino-1-oxo-3-((S)-2-oxopiperidin-3-yl)propan-2-yl)amino)-3-cyclopropyl-1-oxopropan-2-yl)-3-(naphthalen-1-yl)propanamide